C(C)OCC=1N(C2=C(C=NC=3C=CC=C(C23)OCCC(C)(O)C)N1)CC(C)C 4-[2-(Ethoxymethyl)-1-isobutyl-imidazo[4,5-c]quinolin-9-yl]oxy-2-methyl-butan-2-ol